BrC1=CC=C(C=C1)C(C)NC(=O)C1C2OC3=C(C21)C=C(C=C3)F exo-N-[1-(4-bromophenyl)ethyl]-5-fluoro-1a,6b-dihydro-1H-cyclopropa[b][1]benzofuran-1-carboxamide